[B].[V].[Mg].[Na] sodium-magnesium-vanadium-boron